S(=O)(=O)(O)OC[C@@]12CCC[C@H]1[C@@H]1CCC3CCCC[C@]3(C)[C@H]1CC2 androstane-ol sulfate